2,4-dichloro-5-methylnicotinaldehyde ClC1=C(C=O)C(=C(C=N1)C)Cl